2-(3-(3-bromophenyl)thietane-3-carbonyl)-N-methylhydrazine-1-carbothioamide BrC=1C=C(C=CC1)C1(CSC1)C(=O)NNC(NC)=S